(Z)-Methyl 2-azido-3-(3,4-dichloro-2-phenoxyphenyl)acrylate N(=[N+]=[N-])\C(\C(=O)OC)=C/C1=C(C(=C(C=C1)Cl)Cl)OC1=CC=CC=C1